C1(CC1)N1C(CN(CC1)C1=CC(=NC=C1C(=O)NC=1SC=2C(=NC=C(C2)C2=CC=NC=C2)N1)C)=O 4-(4-cyclopropyl-3-oxopiperazin-1-yl)-6-methyl-N-(6-(pyridin-4-yl)thiazolo[4,5-b]pyridin-2-yl)nicotinamide